1-bromo-1,3-dibutyl-1,3-disilacyclobutane Br[Si]1(C[SiH](C1)CCCC)CCCC